tert-butyl N-(1-oxaspiro[2.5]octan-6-yl)carbamate O1CC12CCC(CC2)NC(OC(C)(C)C)=O